(S)-2-(2-oxo-5-(2-oxoethyl)-4-(trifluoromethyl)pyrimidin-1(2H)-yl)-4-methylpentanoic acid methyl ester COC([C@H](CC(C)C)N1C(N=C(C(=C1)CC=O)C(F)(F)F)=O)=O